BrC=1C(=CC=C2C(=CNC12)C1=NC(=NC=C1C(F)(F)F)NC1CN(C(COC1)(C)C)C(=O)OC(C)(C)C)C#N tert-Butyl 6-((4-(7-Bromo-6-cyano-1H-indol-3-yl)-5-(trifluoromethyl)pyrimidin-2-yl)amino)-3,3-Dimethyl-1,4-oxazepane-4-carboxylate